5-imidazoleacetate N1C=NC=C1CC(=O)[O-]